C(C)(C)(C)OC(=O)N1CC2(CC1C)CC=1C(=NC=CC1O2)OC 4-methoxy-5'-methyl-3H-spiro[furo[3,2-c]pyridine-2,3'-pyrrolidine]-1'-carboxylic acid tert-butyl ester